N1CCC(CC1)C1=NC=C(C=N1)N 2-(4-piperidyl)pyrimidin-5-amine